Hafnium(IV) tert-butoxide CC(C)(C)[O-].[Hf+4].CC(C)(C)[O-].CC(C)(C)[O-].CC(C)(C)[O-]